Cl.FC1=CC=C(C=C1)N1C(=CC2=CC=CC=C12)C(=O)NCCNC1CNCC1 (4-fluorophenyl)-N-(2-(pyrrolidin-3-ylamino)ethyl)-1H-indole-2-carboxamide hydrochloride